OC1CCC(CC1)NC1=C(C#N)C=CC=C1 2-(((1r,4r)-4-hydroxycyclohexyl)amino)benzonitrile